4-[2-(2,2-difluoroethoxy)phenyl]-6-(2-hydroxypropan-2-yl)-2-[4-(2-hydroxypropan-2-yl)phenyl]-2,3-dihydro-1H-pyrrolo[3,4-c]pyridin-1-one FC(COC1=C(C=CC=C1)C1=NC(=CC2=C1CN(C2=O)C2=CC=C(C=C2)C(C)(C)O)C(C)(C)O)F